OC1=CC=C(C=C1)N1CNC(C2=CC=CC=C12)=O (4-hydroxyphenyl)-2,3-dihydro-quinazolin-4(1H)-one